(S)-2-(5-((4-((2-Chloro-5-((1-(2,2,2-trifluoroethyl)-1H-pyrazol-4-yl)ethynyl)pyridin-4-yl)amino)butan-2-yl)oxy)-1-methyl-1H-pyrazol-4-yl)pyrimidin-4-amine ClC1=NC=C(C(=C1)NCC[C@H](C)OC1=C(C=NN1C)C1=NC=CC(=N1)N)C#CC=1C=NN(C1)CC(F)(F)F